C1(=CC=CC=C1)C(=O)O[C@@H]1[C@H]2[C@H]([C@@H]([C@@H](OC)O2)O)OC1 methyl 3,6-anhydro-5-O-(phenylcarbonyl)-β-L-glucofuranoside